FC(C=1C=CSC1C)F 4-(difluoromethyl)-5-methylthiophen